FC=1C=C(C=C(C1)F)[C@@H]1CC[C@H]2OC3(C(N21)=O)CCN(CC3)C(=O)C3=C(C(=NC=C3)C(F)(F)F)F (5'S,7a'R)-5'-(3,5-difluorophenyl)-1-[3-fluoro-2-(trifluoro-methyl)pyridine-4-carbonyl]tetrahydro-3'H-spiro[piperidine-4,2'-pyrrolo[2,1-b]-[1,3]oxazol]-3'-one